C1[C@@H]([C@H](OC2=C1C(=CC(=C2[C@@H]3[C@H]([C@H](OC4=CC(=CC(=C34)O)O)C5=CC(=C(C=C5)O)O)O)O)O)C6=CC(=C(C(=C6)O)O)O)O The molecule is a proanthocyanidin consisting of (-)-epicatechin and (+)-gallocatechin units joined by a (4beta->8)-linkage. It has a role as a metabolite. It is a hydroxyflavan, a proanthocyanidin, a polyphenol and a biflavonoid. It derives from a (-)-epicatechin and a (+)-gallocatechin.